(methylamino)but-2-en-1-one CNC(C=CC)=O